N1=CC=C(C=C1)CNC(=O)NC1=CC=C(C=C1)S(=O)(=O)C=1SC=CN1 Pyridin-4-ylmethyl-3-[4-(thiazole-2-sulfonyl)-phenyl]-urea